3-bromo-2-(3-iodopropyl)phenol BrC=1C(=C(C=CC1)O)CCCI